tert-butyl 8-(6-((4-chloro-1H-pyrazol-1-yl) methyl)-2-(pyridin-4-yl) pyrido[3,4-d]pyrimidin-4-yl)-2,8-diazaspiro[4.5]decane-2-carboxylate ClC=1C=NN(C1)CC1=CC2=C(N=C(N=C2N2CCC3(CCN(C3)C(=O)OC(C)(C)C)CC2)C2=CC=NC=C2)C=N1